CC1=NC(=CC=C1NC=1N=CC2=C(N1)N1C(C(=C2)C=2C=C(C=CC2C)NC(=O)C2=NC=CC(=C2)C(F)(F)F)=NCC1)C N-(3-(2-((2,6-dimethylpyridin-3-yl)amino)-8,9-dihydroimidazo[1',2':1,6]pyrido[2,3-d]pyrimidin-6-yl)-4-methylphenyl)-4-(trifluoromethyl)pyridineamide